(R)-2-(6-(5,5-dimethyl-6,7-dihydro-5H-pyrrolo[2,1-c][1,2,4]triazol-3-yl)pyridin-2-yl)-4-((methylamino)methyl)-6-(2-methylpyrrolidin-1-yl)-2,3-dihydro-1H-pyrrolo[3,4-c]pyridin-1-one CC1(CCC2=NN=C(N21)C2=CC=CC(=N2)N2CC=1C(=NC(=CC1C2=O)N2[C@@H](CCC2)C)CNC)C